N=1C(=CN2C1N=CC=C2)C(C)=O 1-imidazo[1,2-a]pyrimidin-2-ylethanone